((ethane-1,2-diylbis(azanediyl))bis(carbonyl))bis(1-((2R,3R,4R,5R)-3,4-diacetoxy-5-(acetoxymethyl)tetrahydrofuran-2-yl)pyridin-1-ium) C(CNC(=O)C1=[N+](C=CC=C1)[C@@H]1O[C@@H]([C@H]([C@H]1OC(C)=O)OC(C)=O)COC(C)=O)NC(=O)C1=[N+](C=CC=C1)[C@@H]1O[C@@H]([C@H]([C@H]1OC(C)=O)OC(C)=O)COC(C)=O